C(CCCCC)OC=1C=CC=C(C1)O 5-[(hexyl)oxy]-phenol